O1NC(=CC2=C1C=CC=C2)P2=NP=NP=N2 benzoxazinyl-cyclotriphosphazene